FC1=C(C=C(C=C1OC)OC)NC(=S)N 2-fluoro-3,5-dimethoxyphenylthiourea